(R)-N-(1-(3-(difluoromethyl)-2-fluorophenyl)ethyl)-2-methyl-6-(1,3,4-oxadiazol-2-yl)-7-(pyrrolidin-1-yl)pyrido[2,3-d]pyrimidin-4-amine FC(C=1C(=C(C=CC1)[C@@H](C)NC=1C2=C(N=C(N1)C)N=C(C(=C2)C=2OC=NN2)N2CCCC2)F)F